(S)-2-{[7-(2-fluoro-6-methylbenzyloxy)benzo[d][1,3]Dioxol-4-yl]Methylamino}propionamide FC1=C(COC2=CC=C(C3=C2OCO3)CN[C@H](C(=O)N)C)C(=CC=C1)C